C(C(C)(C)C)(=O)OCO[C@@H]1[C@H](O[C@H]([C@]1(C)F)N1C2=NC(=NC(=C2N=C1)NC)N)COC(C(C)C)=O (((2R,3R,4R,5R)-5-(2-amino-6-(methylamino)-9H-purin-9-yl)-4-fluoro-2-((isobutyryloxy)methyl)-4-methyltetrahydrofuran-3-yl)oxy)methyl pivalate